NCCNCCNCCC[Si](OC)(OC)OC γ-(N-(β-(N-(β-aminoethyl)amino)ethyl)amino)propyltrimethoxysilane